(4-((4-Methoxypyridin-2-yl)amino)-2-(1-methyl-1H-imidazol-2-yl)-6-(1-methyl-1H-pyrazol-3-yl)pyrrolo[2,1-f][1,2,4]triazin-5-yl)(pyrrolidin-1-yl)methanone COC1=CC(=NC=C1)NC1=NC(=NN2C1=C(C(=C2)C2=NN(C=C2)C)C(=O)N2CCCC2)C=2N(C=CN2)C